ClC1=C(C=2N=C(N=C(C2C=N1)OCC[Si](C)(C)C)OCC12CCCN2CC(C1)=C)F 7-chloro-8-fluoro-2-((2-methylenehexahydro-1H-pyrrolizin-7a-yl)methoxy)-4-(2-(trimethylsilyl)ethoxy)pyrido[4,3-d]pyrimidine